[N+](=O)([O-])C1=C(C=CC(=C1)[N+](=O)[O-])NN=C\C=C\C Crotonaldehyde-2,4-dinitrophenylhydrazone